CC1(CCN(CC1)C1=NC=2C(=NC=C(N2)SC2=C3N=CC=NC3=CC=C2)N1)N 4-methyl-1-(5-(quinoxalin-5-ylthio)-1H-imidazo[4,5-b]pyrazin-2-yl)piperidin-4-amine